CCC(CC)O methyl-2-butanol